2-furyl-pentanone O1C(=CC=C1)CC(CCC)=O